tert-butyl 2,2-dimethyl-4-[6-(1-methylpyrazol-4-yl)pyrazolo[1,5-a]pyridin-3-yl]piperazine-1-carboxylate CC1(N(CCN(C1)C=1C=NN2C1C=CC(=C2)C=2C=NN(C2)C)C(=O)OC(C)(C)C)C